C(C)C1=CC=C(CN2C(C3=C(C=4C=CC=NC24)CCN(C3)CC3=CC(=CC=C3)F)=O)C=C1 6-(4-ethylbenzyl)-3-(3-fluorobenzyl)-2,3,4,6-tetrahydropyrido[3,4-c][1,8]naphthyridin-5(1H)-one